tert-butyl (S)-4-(2-(2,7-dimethylpyrazolo[1,5-a]pyridin-5-yl)-4-oxo-4H-pyrido[1,2-a][1,3,5]triazin-7-yl)-2-methylpiperazine-1-carboxylate CC1=NN2C(C=C(C=C2C)C=2N=C3N(C(N2)=O)C=C(C=C3)N3C[C@@H](N(CC3)C(=O)OC(C)(C)C)C)=C1